9-(3-Fluoro-4-((1-(3-fluoropropyl)azetidin-3-yliden)methyl)phenyl)-8-(2-fluoro-4-methylphenyl)-6,7-dihydro-5H-benzo[7]annulen FC=1C=C(C=CC1C=C1CN(C1)CCCF)C1=C(CCCC2=C1C=CC=C2)C2=C(C=C(C=C2)C)F